N=1C=NN2C=NC(=CC21)OC2=C(C=C(C=C2)NC2=NC=NC1=CC(=CC(=C21)N2CC(C2)N(C)C)C2=CCCN(C2)C(C=C)=O)C 1-(5-(4-((4-([1,2,4]triazolo[1,5-c]pyrimidin-7-yloxy)-3-methylphenyl)amino)-5-(3-(dimethylamino)azetidin-1-yl)quinazolin-7-yl)-3,6-dihydropyridin-1(2H)-yl)prop-2-en-1-one